COC=1C=C2C(=NC(=NC2=CC1OC)C)NC(C)C1=CC=C(S1)C1=NN(C(=C1)C(=O)O)C 3-(5-{1-[(6,7-dimethoxy-2-methylquinazolin-4-yl)amino]ethyl}thiophen-2-yl)-1-methyl-1H-pyrazole-5-carboxylic acid